[Na+].C(CCC)S(=O)(=O)[O-] 1-Butanesulfonic acid sodium salt